2-((5-(7-((1-(6-aminopyridin-2-yl)piperidin-4-yl)methyl)-2,7-diazaspiro[3.5]nonan-2-yl)-1,2,4-triazin-6-yl)oxy)-N-ethyl-5-fluoro-N-isopropylbenzamide NC1=CC=CC(=N1)N1CCC(CC1)CN1CCC2(CN(C2)C=2N=CN=NC2OC2=C(C(=O)N(C(C)C)CC)C=C(C=C2)F)CC1